ClC=1C(=NC(=CC1)C)N1C(C2=CC(=C(C=C2C(=C1)C(C)C)N1N=C(N(C1=O)CC)CO)F)=O 2-(3-chloro-6-methylpyridin-2-yl)-6-(4-ethyl-3-(hydroxymethyl)-5-oxo-4,5-dihydro-1H-1,2,4-triazol-1-yl)-7-fluoro-4-isopropylisoquinolin-1(2H)-one